2,2-difluoro-2-(2-(2-methoxyethoxy)phenyl)acetic acid FC(C(=O)O)(C1=C(C=CC=C1)OCCOC)F